C(C)(C)(C)OC(=O)N1C2CN(CC1CC2)C2=C(C(=CC=C2)F)NC(=O)N2CCC(CC2)(C)C2=NOC(=N2)C2CC2 3-(2-{[4-(5-cyclopropyl-1,2,4-oxadiazol-3-yl)-4-methylpiperidine-1-carbonyl]amino}-3-fluorophenyl)-3,8-diazabicyclo[3.2.1]octane-8-carboxylic acid tert-butyl ester